O.[Lu] lutetium water